OC(CN1CCCC1)C N-(2-hydroxypropyl)-pyrrolidine